C(C1CO1)CC(O)(O)CC1CO1 diglycidylethanediol